COC(C1=CC(=C(C(=C1)F)NC)NC(=O)C=1N2C(CC(C3=CC=CC(C1)=C23)=O)CC)=O 3-[(11-ethyl-9-oxo-1-azatricyclo[6.3.1.04,12]dodeca-2,4(12),5,7-tetraene-2-carbonyl)amino]-5-fluoro-4-(methylamino)benzoic acid methyl ester